(2-Chloro-4-fluoro-phenyl)-[8-[2-(methoxymethoxy)-5-[(4-phenyl-1-piperidinyl)sulfonyl]phenyl]-3,8-diazabicyclo[3.2.1]oct-3-yl]methanone ClC1=C(C=CC(=C1)F)C(=O)N1CC2CCC(C1)N2C2=C(C=CC(=C2)S(=O)(=O)N2CCC(CC2)C2=CC=CC=C2)OCOC